(1R,3aS,3bS,7S,9aR,9bS,11aS)-9a,11a-dimethyl-1-[(2S)-1-[(6-methylpyridin-2-yl)oxy]propan-2-yl]-1H,2H,3H,3aH,3bH,4H,6H,7H,8H,9H,9aH,9bH,10H,11H,11aH-cyclopenta[a]phenanthren-7-ol C[C@]12[C@H]3CC[C@]4([C@H]([C@@H]3CC=C2C[C@H](CC1)O)CC[C@@H]4[C@@H](COC4=NC(=CC=C4)C)C)C